4-chloro-1-methyl-5-nitro-1H-pyrrolo[2,3-b]pyridine ClC1=C2C(=NC=C1[N+](=O)[O-])N(C=C2)C